4-(3-(5-((4-chloro-2,3-dihydrobenzofuran-7-yl)methoxy)-2-fluoro-4-methoxyphenyl)ureido)thiophene-2,3-dicarboxylic acid dimethyl ester COC(=O)C=1SC=C(C1C(=O)OC)NC(=O)NC1=C(C=C(C(=C1)OCC1=CC=C(C=2CCOC21)Cl)OC)F